trans-tert-butyl (4-((5-fluoro-4-(2-(2-oxo-1,3-oxazinan-3-yl)pyridin-4-yl)pyrimidin-2-yl)amino)cyclohexyl)carbamate FC=1C(=NC(=NC1)N[C@@H]1CC[C@H](CC1)NC(OC(C)(C)C)=O)C1=CC(=NC=C1)N1C(OCCC1)=O